tert-Butyl (S*)-6-(4-(trifluoromethyl)phenyl)-2-azaspiro[3.4]octane-2-carboxylate FC(C1=CC=C(C=C1)[C@@H]1CC2(CN(C2)C(=O)OC(C)(C)C)CC1)(F)F |o1:8|